ClC=1C=C(C=CC1)NC(C(C(C)C)NC(C[C@H]1N(C(CC1)=O)CC1=C(C(=CC=C1)F)F)=O)=O N-(3-Chlorophenyl)-2-(2-((S)-1-(2,3-difluorobenzyl)-5-oxopyrrolidin-2-yl)acetamido)-3-methylbutanamide